2-(6-(4-(4-(2-((2-(2,6-dioxopiperidin-3-yl)-1-oxoisoindolin-4-yl)thio)acetyl)piperazin-1-yl)piperidin-1-yl)-1-oxoisoindolin-2-yl)-2-(5-fluoro-2-hydroxyphenyl)-N-(thiazol-2-yl)acetamide O=C1NC(CCC1N1C(C2=CC=CC(=C2C1)SCC(=O)N1CCN(CC1)C1CCN(CC1)C1=CC=C2CN(C(C2=C1)=O)C(C(=O)NC=1SC=CN1)C1=C(C=CC(=C1)F)O)=O)=O